COC(=O)[C@@H]1CC[C@H](CC1)NC1=NC=C(C(=N1)C1=CC(=CC=C1)N1C(OCC1)=O)F trans-methyl-4-((5-fluoro-4-(3-(2-oxooxazolidin-3-yl)phenyl)pyrimidin-2-yl)amino)cyclohexane-1-carboxylate